methyl 8-(cyclopropylmethyl)-1-(2-trimethylsilylethoxymethyl)pyrrolo[3,2-g]indazole-7-carboxylate C1(CC1)CN1C(=CC2=CC=C3C=NN(C3=C21)COCC[Si](C)(C)C)C(=O)OC